CC1(C2=CC=CC=C2C=2C=CC(=CC12)C(C(C)=O)=O)C 1-(9,9-dimethyl-9H-fluoren-2-yl)-1,2-propanedione